C(C)(C)(C)OC(NCCOCCOC1=CC=C(C=C1)CCC1=NC2=C(N1CCN1CCOCC1)C=CC(=C2)C=2C(=NOC2C)C)=O Tert-butyl(2-(2-(4-(2-(5-(3,5-dimethylisoxazol-4-yl)-1-(2-morpholinoethyl)-1H-benzo[d]imidazol-2-yl)ethyl)phenoxy)ethoxy)ethyl)carbamate